2-isopropenylthiazole-4-carboxylic acid ethyl ester C(C)OC(=O)C=1N=C(SC1)C(=C)C